3-((4,4-bis(3-cyclohexylpropoxy)butanoyl)oxy)-2-(((4-(pyrrolidin-1-yl)butanoyl)oxy)methyl)propyl (9Z,12Z)-octadeca-9,12-dienoate C(CCCCCCC\C=C/C\C=C/CCCCC)(=O)OCC(COC(CCC(OCCCC1CCCCC1)OCCCC1CCCCC1)=O)COC(CCCN1CCCC1)=O